FC=1C=2N(C=C(C1)C(F)(F)F)C[C@@]1(CCCC3=CC(=CC=C13)C(F)(F)F)N2 (S)-8-fluoro-6,6'-bis(trifluoromethyl)-3',4'-dihydro-2'H,3H-spiro[imidazo[1,2-a]pyridine-2,1'-naphthalene]